C(C1=CC=CC=C1)NC(C1=CC=CC=C1)C1=CC=CC=C1 N-benzyl-1,1-diphenyl-methylamine